Ethyl (2-benzyl-5H-chromeno[3,4-b]pyrazin-3-yl)phenylalaninate C(C1=CC=CC=C1)C=1N=C2C(=NC1N[C@@H](CC1=CC=CC=C1)C(=O)OCC)COC=1C=CC=CC12